2-chloro-5-methoxy-4-[[4-[1-(trideuteriomethyl)-4-(trifluoromethyl)imidazol-2-yl]phenyl]methoxy]pyrimidine ClC1=NC=C(C(=N1)OCC1=CC=C(C=C1)C=1N(C=C(N1)C(F)(F)F)C([2H])([2H])[2H])OC